4-[(4-cyclohexylphenyl)amino]-2-(oxacyclohexen-4-yl)-6-(prop-2-yl)-5,6-dihydro-7H-pyrrolo[3,4-d]pyrimidin-7-one C1(CCCCC1)C1=CC=C(C=C1)NC=1C2=C(N=C(N1)C1OC=CCC1)C(N(C2)C(C)C)=O